C1NCC12CC(C2)CC2=CC=C1C(=N2)N(C=C1C(F)(F)F)CCO 2-[6-(2-azaspiro[3.3]heptane-6-ylmethyl)-3-(trifluoromethyl)pyrrolo[2,3-b]pyridin-1-yl]ethanol